(2S)-4-hydroxypyrrolidine-1,2-dicarboxylic acid O1-tert-butyl ester O2-[8-(1-octylnonyloxy)-8-oxo-octyl] ester C(CCCCCCC)C(CCCCCCCC)OC(CCCCCCCOC(=O)[C@H]1N(CC(C1)O)C(=O)OC(C)(C)C)=O